C1(CC1)C1=NN(C(=C1C(F)(F)F)C(=O)NC1=CC(=NC=C1)C(=O)N)CC1CC(C1)C(F)F 4-(3-cyclopropyl-1-((3-(difluoromethyl)cyclobutyl)methyl)-4-(trifluoromethyl)-1H-pyrazole-5-carboxamido)picolinamide